OC=1C=C2CCN=CC2=CC1O 6,7-dihydroxy-3,4-dihydroisoquinoline